2-ethyl-9,10-bis(4-ethylbenzoyloxy)anthracene C(C)C1=CC2=C(C3=CC=CC=C3C(=C2C=C1)OC(C1=CC=C(C=C1)CC)=O)OC(C1=CC=C(C=C1)CC)=O